N,N'-bis(4-aminophenyl)-N,N'-dimethyl-1,4-phenylenediamine NC1=CC=C(C=C1)N(C1=CC=C(C=C1)N(C)C1=CC=C(C=C1)N)C